CC1(OB(OC1(C)C)C=1C=NC(=NC1)N1CCC(CC1)=O)C 1-[5-(4,4,5,5-tetramethyl-1,3,2-dioxaborolan-2-yl)pyrimidin-2-yl]piperidin-4-one